(S)-N-(4-Cyano-3-(trifluoromethyl)phenyl)-3-(3-fluoro-4-(4-fluorophenyl)-1H-pyrazol-1-yl)-2-hydroxy-2-methylpropanamide C(#N)C1=C(C=C(C=C1)NC([C@@](CN1N=C(C(=C1)C1=CC=C(C=C1)F)F)(C)O)=O)C(F)(F)F